N=C1N(C2=C(N1C)C=CC(=C2)NC2=CC=C(C=C2)N2CCC(CC2)C(F)(F)F)C 2-Imino-1,3-dimethyl-N-(4-(4-(trifluoromethyl)piperidin-1-yl)phenyl)-2,3-dihydro-1H-benzo[d]imidazol-5-amine